[C@@H]([C@@H]([C@H](C(=O)O)O)O)([C@@H](C(=O)O)O)O The molecule is a hexaric acid resulting from formal oxidative ring cleavage of galactose. It has a role as a human metabolite. It is a conjugate acid of a galactarate(1-) and a galactaric acid anion.